C(C=C)(=O)OCCNC(CCCCCCCCCCCCCCCCC)=O 2-octadecanamidoethyl acrylate